NC1=NC(=NC=C1)C(=O)O aminopyrimidine-2-carboxylic acid